isopentyl 5-fluoro-3-(1-((1-(2-((4-isopropylphenyl)sulfonamido)ethyl)piperidin-4-yl)methyl)-1H-1,2,3-triazol-4-yl)-1H-indole-2-carboxylate FC=1C=C2C(=C(NC2=CC1)C(=O)OCCC(C)C)C=1N=NN(C1)CC1CCN(CC1)CCNS(=O)(=O)C1=CC=C(C=C1)C(C)C